BrC=1C(=CC(=C(C1)S(=O)(=O)NC)F)F 5-bromo-2,4-difluoro-N-methyl-benzenesulfonamide